ClC1C(=CC=CC1(NC(=O)C=1N(C2=C(CN(CC2)C(=O)OC(C)(C)C)N1)C)NC(=O)C=1N(C2=C(CN(CC2)C(=O)OC(C)(C)C)N1)C)C1=C(C=CC=C1)Cl di-tert-butyl 2,2'-(((2,2'-dichloro-[1,1'-biphenyl]-3,3-diyl)bis(azanediyl))bis(carbonyl))bis(1-methyl-1,4,6,7-tetrahydro-5H-imidazo[4,5-c]pyridine-5-carboxylate)